O1CCC(CC1)N1N=CC=2CCC(CC12)C(=O)N (tetrahydro-2H-pyran-4-yl)-4,5,6,7-tetrahydro-1H-indazole-6-carboxamide